CC1=CC(=NC(=N1)C1=CC=NC=C1)N[C@H](C(=O)O)CCN(CCCCC1=NC=2NCCCC2C=C1)CCOC1=NC=CC=C1 (S)-2-((6-methyl-2-(pyridin-4-yl)pyrimidin-4-yl)amino)-4-((2-(pyridin-2-yloxy)ethyl)(4-(5,6,7,8-tetrahydro-1,8-naphthyridin-2-yl)butyl)amino)butanoic acid